4-amino-8-azaspiro[4.5]decan-2-ol NC1CC(CC12CCNCC2)O